N-(4-((2-(1,1-difluoroethyl) pyrimidin-4-yl) amino) pyridin-3-yl)-4,6-dihydro-5H-pyrrolo[3,4-d]thiazole-5-carboxylate FC(C)(F)C1=NC=CC(=N1)NC1=C(C=NC=C1)N1CSC2=C1CN(C2)C(=O)[O-]